(2S,3R)-2-aminooctacosane-1,3-diol N[C@@H](CO)[C@@H](CCCCCCCCCCCCCCCCCCCCCCCCC)O